CC1(OB(OC1(C)C)C=1C=C2C(=NC=NC2=CC1)N1CCN(CC1)C(=O)OC(C)(C)C)C Tert-butyl 4-(6-(4,4,5,5-tetramethyl-1,3,2-dioxaborolan-2-yl)quinazolin-4-yl)piperazine-1-carboxylate